cis-methyl-3-(2-chloro-5-fluoro-4-(N-(4-methoxybenzyl)-N-(thiazol-2-yl)sulfamoyl)phenyl)cyclopentane-1-carboxylate COC(=O)[C@@H]1C[C@@H](CC1)C1=C(C=C(C(=C1)F)S(N(C=1SC=CN1)CC1=CC=C(C=C1)OC)(=O)=O)Cl